NC=1C(=C(C=C2C=C(N=CC12)NC(O[C@@H]1[C@H](COCC1)OC)=O)C1=C(C2=C(OCCN2)N=C1)C)F (3S,4S)-3-Methoxytetrahydro-2H-pyran-4-yl (8-amino-7-fluoro-6-(8-methyl-2,3-dihydro-1H-pyrido[2,3-b][1,4]oxazin-7-yl)isoquinolin-3-yl)carbamate